4-[8-(8-tert-butoxycarbonyl-3,8-diazabicyclo[3.2.1]octan-3-yl)-6-chloro-4-fluoro-5-methyl-2,7-naphthyridin-3-yl]-6-fluoro-5-(2-triisopropylsilylethynyl)naphthalene-2-carboxylic acid C(C)(C)(C)OC(=O)N1C2CN(CC1CC2)C=2N=C(C(=C1C(=C(N=CC21)C2=CC(=CC1=CC=C(C(=C21)C#C[Si](C(C)C)(C(C)C)C(C)C)F)C(=O)O)F)C)Cl